NC1=C(C=C(C=N1)C=1C=C2N(N1)CC[C@]21CN(CC1)C(=O)NCC)OC(CC)C1=CC=CC=C1 (3R)-2'-[6-amino-5-(1-phenylpropoxy)pyridin-3-yl]-N-ethyl-5',6'-dihydro-1H-spiro[pyrrolidine-3,4'-pyrrolo[1,2-b]pyrazole]-1-carboxamide